C(C)(C)(C)N=[Mo]=NC(C)(C)C bis(t-butylimino)molybdenum